3,5-bis((E)-3,4-difluorobenzylidene)-4-oxocyclohexane FC=1C=C(\C=C\2/CCC\C(\C2=O)=C/C2=CC(=C(C=C2)F)F)C=CC1F